2-(2-fluorophenyl)-6-iodoimidazo[1,2-a]pyridine FC1=C(C=CC=C1)C=1N=C2N(C=C(C=C2)I)C1